FC1=C(C(=O)OC)C=C(C(=C1)C)C=1C=C(C=2N(C1)C(=C(N2)C)F)N2CCOCC2 methyl 2-fluoro-5-[3-fluoro-2-methyl-8-(morpholin-4-yl)imidazo[1,2-a]pyridin-6-yl]-4-methylbenzoate